COC(C(C(=O)OC)[C@@H](C[N+](=O)[O-])C=1C(=CC2=C(CCO2)C1)F)=O |o1:8| (-)-(R*)-2-[1-(6-fluoro-2,3-dihydrobenzofuran-5-yl)-2-nitroethyl]malonic acid dimethyl ester